NC=1N=NC(=CC1N1C[C@@H](CCC1)C1=CC=C(C(=O)O)C=C1)C1=C(C=CC=C1)O (S)-4-(1-(3-Amino-6-(2-hydroxyphenyl)pyridazin-4-yl)piperidin-3-yl)benzoic acid